C1(CC1)N(S(=O)(=O)C)C=1C=C(C=NC1)NC(OC(C)(C)C)=O tert-butyl (5-(N-cyclopropylmethylsulfonamido)pyridin-3-yl)carbamate